ClC1=NC(=C(C(=N1)Cl)OCCNS(=O)(=O)C)N[C@@H]1CCC=2NC3=CC=CC=C3C2C1 N-[2-[2,4-dichloro-6-[[(3R)-2,3,4,9-tetrahydro-1H-carbazol-3-yl]amino]pyrimidin-5-yl]oxyethyl]methanesulfonamide